1-((1-benzyl-1H-pyrazol-4-yl)methyl)-5-(methylcarbamoyl)-1H-indole-3-carboxylic acid C(C1=CC=CC=C1)N1N=CC(=C1)CN1C=C(C2=CC(=CC=C12)C(NC)=O)C(=O)O